5-(2-bromo-4-nitrophenoxy)-1-methyl-1H-benzo[d][1,2,3]triazole BrC1=C(OC2=CC3=C(N(N=N3)C)C=C2)C=CC(=C1)[N+](=O)[O-]